2-(benzyl)-1H-pyrrolo[2,3-b]pyridine C(C1=CC=CC=C1)C1=CC=2C(=NC=CC2)N1